N1NC(=C2C1=C1N=CC=CC1=N2)C(=O)O dihydropyrazolo[3',4':4,5]pyrrolo[3,2-b]pyridine-3-carboxylic acid